((1R,5S,6r)-3,3-difluorobicyclo[3.1.0]hexane-6-yl)methylamine FC1(C[C@H]2C([C@H]2C1)CN)F